3-benzyl-1-(trans-4-((5-cyano-4-(3-methoxyazetidin-1-yl)pyrimidin-2-yl)amino)-cyclohexyl)-1-(5-(1-methyl-1H-pyrazol-4-yl)pyridin-2-yl)urea C(C1=CC=CC=C1)NC(N(C1=NC=C(C=C1)C=1C=NN(C1)C)[C@@H]1CC[C@H](CC1)NC1=NC=C(C(=N1)N1CC(C1)OC)C#N)=O